rac-7-Methyl-3-oxo-N-(2-oxo-2-(4-(5-(trifluoromethyl)pyrimidin-2-yl)piperazin-1-yl)ethyl)-4-(trifluoromethyl)-3,5,6,7-tetrahydro-2H-cyclopenta[c]pyridazine-7-carboxamide C[C@]1(CCC=2C1=NNC(C2C(F)(F)F)=O)C(=O)NCC(N2CCN(CC2)C2=NC=C(C=N2)C(F)(F)F)=O |r|